FC(C(=O)O)(F)F.FC(C(=O)O)(F)F.N[C@@H](C)N1C(NC(C1C1CC1)=O)=O ((R)-1-Aminoethyl)-5-cyclopropylimidazolidine-2,4-dione bis(2,2,2-trifluoroacetate)